Cl.NC1=CC(=NC=N1)NC1=CC(=C2N(C1=O)C(NC2=O)(C)C(C)(C)C)Cl 6-[(6-aminopyrimidin-4-yl)amino]-3-tert-butyl-8-chloro-3-methyl-2H-imidazo[1,5-a]pyridine-1,5-dione hydrochloride